NCCN1CCOC=2C1=C1C(=C3C(=NC1=CC2F)C2=CC1=C(C(N2C3)=O)COC([C@]1(O)CC)=O)C (S)-1-(2-aminoethyl)-9-ethyl-5-fluoro-9-hydroxy-16-methyl-2,3,12,15-tetrahydro-[1,4]oxazino[3,2-f]pyrano[3',4':6,7]indolizino[1,2-b]quinoline-10,13(1H,9H)-dione